[Cl-].CC1=CC=C(C=C1)C1=C2C=CC(C(=C3C=CC(=C(C=4C=CC(=C(C5=CC=C1N5)C5=CC=C(C=C5)C)N4)C4=CC=C(C=C4)C)N3)C3=CC=C(C=C3)C)=N2.[Fe+3].[Cl-].[Cl-] iron (III) tetra(4-methylphenyl)porphyrin chloride